N(=O)[O-].[Na+] Natrium nitrite